heptadecan-1-yl myristate C(CCCCCCCCCCCCC)(=O)OCCCCCCCCCCCCCCCCC